N2-(4-(4-(dimethylamino)piperidin-1-yl)-3-methoxyphenyl)-N4-(6-(2-ethoxypropan-2-yl)pyridin-2-yl)-5-Methylthieno[2,3-d]pyrimidine-2,4-diamine CN(C1CCN(CC1)C1=C(C=C(C=C1)NC=1N=C(C2=C(N1)SC=C2C)NC2=NC(=CC=C2)C(C)(C)OCC)OC)C